5-(Imidazo[1,2-a]pyrimidin-6-yl)-4-methoxy-N-(tetrahydro-2H-pyran-4-yl)pyrrolo[2,1-f][1,2,4]triazin-2-amine N=1C=CN2C1N=CC(=C2)C=2C=CN1N=C(N=C(C12)OC)NC1CCOCC1